7,12-dimethylbenz(a)anthracene CC=1C2=CC=C3C(=C2C(=C2C=CC=CC12)C)C=CC=C3